B(OO)(OO)OO tris(hydroxy) orthoborate